(R)-2-(1-Ethyl-5-(3-methylmorpholinyl)-3-(1H-pyrazol-3-yl)-1H-pyrazolo[4,3-b]pyridin-7-yl)-2-methylpropanenitrile C(C)N1N=C(C2=NC(=CC(=C21)C(C#N)(C)C)N2[C@@H](COCC2)C)C2=NNC=C2